Methyl 3-(4-methoxyphenyl)cyclobutane-1-carboxylate COC1=CC=C(C=C1)C1CC(C1)C(=O)OC